COC(=O)C=1SC=C(C1C(=O)OC)NC(NC1=C(C=C(C(=C1)S(=O)(=O)N1C=CC2=CC=C(C=C12)Cl)OC)F)=O 4-({[5-(6-chloroindole-1-sulfonyl)-2-fluoro-4-methoxyphenyl]carbamoyl}amino)thiophene-2,3-dicarboxylic acid dimethyl ester